N-benzyl-2-methoxy-5-(2-methyl-1-oxoisoquinolin-4-yl)benzamide C(C1=CC=CC=C1)NC(C1=C(C=CC(=C1)C1=CN(C(C2=CC=CC=C12)=O)C)OC)=O